COC1CC(N(C1)C(=O)OC(C)(C)C)C(=O)OC rac-1-tert-butyl 2-methyl 4-methoxypyrrolidine-1,2-dicarboxylate